2-(6-chloropyridin-3-yl)-5-(4-methoxybenzyl)-4,5-dihydropyrrolo[3,4-c]pyrazol-6(2H)-one ClC1=CC=C(C=N1)N1N=C2C(=C1)CN(C2=O)CC2=CC=C(C=C2)OC